(S)-7-fluoro-4-[4-(3-hydroxy-3-methyl-butyloxy)-2,6-dimethyl-phenyl]-indan FC=1C=CC(=C2CCCC12)C1=C(C=C(C=C1C)OCCC(C)(C)O)C